N-(3-chloro-5-(methylsulfonamido)phenyl)-1-(5-fluoro-3-(oxazol-5-ylmethoxy)pyridin-2-yl)-1H-pyrazole-4-carboxamide ClC=1C=C(C=C(C1)NS(=O)(=O)C)NC(=O)C=1C=NN(C1)C1=NC=C(C=C1OCC1=CN=CO1)F